2-methyl-7-(pentafluorosulfanyl)-3-{4-[3-(pyrrolidin-1-yl)-propoxy]phenyl}-3,4-dihydroquinazolin-4-one CC1=NC2=CC(=CC=C2C(N1C1=CC=C(C=C1)OCCCN1CCCC1)=O)S(F)(F)(F)(F)F